ClC=1C(=CC2=C(N(C(O2)=O)CCC(=O)O)C1)O[C@H](CC)C1=NC=CC=C1 (R)-3-(5-chloro-2-oxo-6-(1-(pyridin-2-yl)propoxy)benzo[d]oxazol-3(2H)-yl)propanoic acid